BrC=1N=C(SC1C=O)C1=CC(=NN1CC)C 4-bromo-2-(1-ethyl-3-methyl-1H-pyrazol-5-yl)thiazole-5-carbaldehyde